2-(3'-(3-(8-oxa-2-azaspiro[4.5]dec-2-yl)propoxy)-2,2'-dimethyl-[1,1'-biphenyl]-3-yl)-6,7-dihydrothiazolo[4,5-c]pyridine-5(4H)-carboxylic acid tert-butyl ester C(C)(C)(C)OC(=O)N1CC2=C(CC1)SC(=N2)C=2C(=C(C=CC2)C2=C(C(=CC=C2)OCCCN2CC1(CC2)CCOCC1)C)C